ethyl 2-(4-((benzyloxy)carbonyl)cyclohex-1-en-1-yl)pyrimidine-5-carboxylate C(C1=CC=CC=C1)OC(=O)C1CC=C(CC1)C1=NC=C(C=N1)C(=O)OCC